ClC1=CC2=C(C=C1)OCC=1N(N=C(C12)C)C1OCCCC1 8-chloro-1-methyl-3-(tetrahydro-2H-pyran-2-yl)-3,4-dihydrochromeno[3,4-c]pyrazole